[(2S,3S,4E,6R,7S,10R)-2-[(E)-1-(3-fluoro-5-morpholin-4-ylphenyl)prop-1-en-2-yl]-10-hydroxy-3,7-dimethyl-12-oxo-1-oxacyclododec-4-en-6-yl] 3,3,4-trimethylpiperazine-1-carboxylate CC1(CN(CCN1C)C(=O)O[C@H]1/C=C/[C@@H]([C@H](OC(C[C@@H](CC[C@@H]1C)O)=O)/C(=C/C1=CC(=CC(=C1)N1CCOCC1)F)/C)C)C